[N+](=O)([O-])NC(NCCC[C@H](N)C(=O)O)=N omega-nitro-L-arginine